C1(CC1)C#CC[C@@H]([C@@H](/C=C/[C@@H]1[C@H](C(C[C@H]1O)=O)CCCC/C=C/C(=O)O)O)C (2E)-7-((1R,2R,3R)-2-((1E,3S,4S)-7-cyclopropyl-3-hydroxy-4-methylhept-1-en-6-yn-1-yl)-3-hydroxy-5-oxocyclopentyl)hept-2-enoic acid